N-[2-(diethylamino)ethyl]-5-[(Z)-(5-fluoro-2-oxo-1,2-dihydro-3H-indol-3-ylidene)methyl]-2,4-dimethyl-1H-pyrrole-3-carboxamide mono[(2S)-2-hydroxysuccinate] O[C@H](C(=O)O)CC(=O)O.C(C)N(CCNC(=O)C1=C(NC(=C1C)\C=C\1/C(NC2=CC=C(C=C12)F)=O)C)CC